perhydro-1,4-methylene-5,8-methylenenaphthalene C1C2CCC1C1C3CCC(C21)C3